3-chloro-5-(3-(4-hydroxyphenyl)-4,4-dimethyl-5-oxo-2-thioxoimidazolidin-1-yl)pyridinecarbonitrile ClC=1C(=NC=C(C1)N1C(N(C(C1=O)(C)C)C1=CC=C(C=C1)O)=S)C#N